1-(4-((4-((2-fluoro-4-((2-(3-hydroxy-3-methylazetidin-1-yl)pyridin-4-yl)oxy)phenyl)amino)-7-methoxyquinazolin-6-yl)amino)piperidin-1-yl)prop-2-en-1-one FC1=C(C=CC(=C1)OC1=CC(=NC=C1)N1CC(C1)(C)O)NC1=NC=NC2=CC(=C(C=C12)NC1CCN(CC1)C(C=C)=O)OC